2-methoxysuccinaldehyde COC(C=O)CC=O